CC1(OB(OC1(C)C)C=1C(=NC(=CC1)N1N=C(C=C1)C(F)(F)F)C(=O)OC)C methyl 3-(4,4,5,5-tetramethyl-1,3,2-dioxaborolan-2-yl)-6-(3-(trifluoromethyl)-1H-pyrazol-1-yl)picolinate